methyl 1,3,3a,9a-tetrahydrobenzo[b]furo[3,4-e][1,4]dioxine-6-carboxylate C1OCC2C1OC1=C(O2)C=C(C=C1)C(=O)OC